bis-[tri-ethoxy-silyl]ethane C(C)O[Si](OCC)(OCC)C(C)[Si](OCC)(OCC)OCC